OCCN(CCCN(CCCCCCCC(=O)[O-])CCCCCCCC(=O)OCCCCCCCCCCCCCCCCCCCCCCCC)CCCCCCCC(OCCCCCCCCCCCCCC)=C=O tetracosyl 8,8'-((3-((2-hydroxyethyl)(8-carbonyl-8-(tetradecyloxy)octyl)amino)propyl)azanediyl)dioctanoate